3-propyl-1H-benzimidazol-2-one C(CC)N1C(NC2=C1C=CC=C2)=O